(R)-7-((1-(6-cyanopyridazin-3-yl)-3,3-dimethylpiperidin-4-yl)amino)-2-(6-ethoxypyridin-3-yl)pyrazolo[1,5-a]pyridine-6-carboxamide C(#N)C1=CC=C(N=N1)N1CC([C@@H](CC1)NC1=C(C=CC=2N1N=C(C2)C=2C=NC(=CC2)OCC)C(=O)N)(C)C